5-isopropylthieno[3,2-b]pyridine-7-carbonitrile C(C)(C)C1=CC(=C2C(=N1)C=CS2)C#N